4,5-dichloro-2-[4-(hydroxymethyl)piperidin-4-yl]phenol ClC1=CC(=C(C=C1Cl)O)C1(CCNCC1)CO